S(=O)(=O)(O)OC[C@H](N)C(=O)O L-Serine O-sulfate